(3-(2-(1-(difluoromethyl)-1H-pyrazol-4-ylamino)-[1,2,4]triazolo[1,5-a]pyridin-5-yloxy)-4-fluorophenyl)acrylamide 4,4-difluoropiperidin-3-ylcarbamate FC1(C(CNCC1)NC(O)=O)F.FC(N1N=CC(=C1)NC1=NN2C(C=CC=C2OC=2C=C(C=CC2F)C(C(=O)N)=C)=N1)F